NC1=NC=CC=C1C1=NC=2C(=NC(=CC2)N2N=CC=C2)N1C=1C=C2CC[C@@H](C2=CC1)NC(=O)C1=CC=NC=C1 N-[(1S)-5-[2-(2-aminopyridin-3-yl)-5-(pyrazol-1-yl)imidazo[4,5-b]pyridin-3-yl]-2,3-dihydro-1H-inden-1-yl]pyridine-4-carboxamide